C[Si](O[Si](C)(C)CCCC=1C(=O)NC(C1)=O)(C)CCCC=1C(=O)NC(C1)=O 1'-((1,1,3,3-tetramethyldisiloxane-1,3-diyl)bis(propane-3,1-diyl))bismaleimide